(S)-2-[6-(benzyloxy)-2-pyrazinylamino]-5,5-dimethylhexanoic acid C(C1=CC=CC=C1)OC1=CN=CC(=N1)N[C@H](C(=O)O)CCC(C)(C)C